C(C)S(=O)(=O)NC1=CC=C(C=C1)C1=NNC(=C1C(=O)N)NC1=NC(=CC=C1)C(F)(F)F 3-(4-(ethylsulfonamido)phenyl)-5-((6-(trifluoromethyl)pyridin-2-yl)amino)-1H-pyrazole-4-carboxamide